dodecanoic acid didecylamide C(CCCCCCCCC)N(C(CCCCCCCCCCC)=O)CCCCCCCCCC